C(C1=CC=CC=C1)C=1NC(=NN1)C(=O)NC1=NC=CC(=C1)C1=C(C=CC(=C1)OCC1CCOCC1)C(F)(F)F 5-benzyl-N-(4-(5-((tetrahydro-2H-pyran-4-yl)methoxy)-2-(trifluoromethyl)phenyl)pyridin-2-yl)-4H-1,2,4-triazole-3-carboxamide